2-(2-Pyridyl)-1,3-propanediol N1=C(C=CC=C1)C(CO)CO